C1(=CC=CC=C1)C1=NC(=NC(=N1)C1=CC=CC=C1)C1=CC=C(C=C1)N1C2=CC=CC=C2C=2C=C(C=CC12)C=1C=CC=2N(C3=CC=CC=C3C2C1)C1=CC=CC=C1 9-[4-(4,6-diphenyl-1,3,5-triazin-2-yl)phenyl]9'-phenyl-9H,9'H-3,3'-bicarbazole